C(CC(=C)C)C=1C(C(C(=O)O)C=CC1OC)(O)CC(=O)C=1C=C(C=CC1)C1=CC=C(C=C1)Cl 3-Isopentenyl-2-{2-[4'-chloro-(1,1'-biphenyl)-3-yl]-2-oxoethyl}-4-methoxysalicylic acid